C(C1=CC=CC=C1)(=O)[C@]1([C@H](O)O[C@@H]([C@]([C@@H]1O)(O)C(C1=CC=CC=C1)=O)CO)O 2,4-dibenzoyl-β-D-mannopyranose